FERROCYANIDE [Fe-4](C#N)(C#N)(C#N)(C#N)(C#N)C#N